(1s,5s)-1-fluoro-3-trityl-3,8-diazabicyclo[3.2.1]octane-8-carboxylic acid tert-butyl ester C(C)(C)(C)OC(=O)N1[C@]2(CN(C[C@@H]1CC2)C(C2=CC=CC=C2)(C2=CC=CC=C2)C2=CC=CC=C2)F